O[C@H](CCOC(C[C@H](C)O)=O)C [(3S)-3-hydroxybutyl](3S)-3-hydroxybutanoate